3-amino-2,6-dihydroxybenzoic acid NC=1C(=C(C(=O)O)C(=CC1)O)O